Tridec-1,12-dien-7-one C=CCCCCC(CCCCC=C)=O